1-methyl-2,8,9-trioxa-5-aza-1-silabicyclo[3.3.3]undecane-4-carboxylic acid C[Si]12OCC(N(CCO1)CCO2)C(=O)O